ClC1=NC2=CC(=C(C=C2C=N1)C1=CC(=CC(=C1)OC)OC)OC 2-chloro-6-(3,5-dimethoxyphenyl)-7-methoxyquinazoline